FC=1C(=NC=NC1)C1=CN=C(S1)N 5-(5-fluoropyrimidin-4-yl)thiazol-2-amine